bromot-butane BrC(C)(C)C